N-[4-(3-Cyanophenyl)-5-(4-methylquinazolin-6-yl)thiazol-2-yl]-2-oxa-6-azaspiro[3.3]heptane-6-carboxamide C(#N)C=1C=C(C=CC1)C=1N=C(SC1C=1C=C2C(=NC=NC2=CC1)C)NC(=O)N1CC2(COC2)C1